COC(=O)[C@H]1N(C[C@@H](C1)O[Si](C1=CC=CC=C1)(C1=CC=CC=C1)C(C)(C)C)C(=O)OC(C)(C)C (2S,4R)-4-((tert-Butyldiphenylsilyl)oxy)pyrrolidine-1,2-dicarboxylic acid 1-(tert-butyl) 2-methyl ester